BrC=1C=C(C=C2C3=C(N(C12)COCC[Si](C)(C)C)CCCC(C3=O)=CO)F 4-bromo-2-fluoro-9-(hydroxymethylene)-5-((2-(trimethylsilyl)ethoxy)methyl)-6,7,8,9-tetrahydrocyclohepta[b]indol-10(5H)-one